C1(CC1)CNC1=C2C(=NC=3C=C(C(=CC13)OC)OCC1(CCC1)CN1CCCC1)CCC2 N-(cyclopropylmethyl)-7-methoxy-6-({1-[(pyrrolidin-1-yl)methyl]cyclobutyl}methoxy)-1H,2H,3H-cyclopenta[b]quinolin-9-amine